5,6,7,8-tetrahydropyrido[4,3-b]Pyridine-6-carboxylate N1=C2C(=CC=C1)CN(CC2)C(=O)[O-]